2-allylthio-1-(2-bromophenyl)ethane-1-one C(C=C)SCC(=O)C1=C(C=CC=C1)Br